O[C@@H]1[C@H](O[C@H]([C@@H]1O)[N+]1=CC(=CC=C1)C(=O)OCCCCCCCCCCCCCC)COP(=O)([O-])O.C(C1=CC(O)=C(O)C(O)=C1)(=O)[C@]1([C@]([C@@]([C@]([C@@](O)(O1)C(C1=CC(O)=C(O)C(O)=C1)=O)(O)C(C1=CC(O)=C(O)C(O)=C1)=O)(O)C(C1=CC(O)=C(O)C(O)=C1)=O)(O)C(C1=CC(O)=C(O)C(O)=C1)=O)CO pentagalloyl-alpha-glucose ((2R,3S,4R,5R)-3,4-dihydroxy-5-(3-((tetradecyloxy)carbonyl)pyridin-1-ium-1-yl)tetrahydrofuran-2-yl)methyl-hydrogenphosphate